FC1=CC2=C(NC(=N2)C[C@H](C(=O)N[C@H]2C3=C(CN4N(C2=O)CCC4)C=CC=C3)CCC)C(=C1)C (R)-2-((5-Fluoro-7-methyl-1H-benzo[d]imidazol-2-yl)methyl)-N-((S)-11-oxo-2,3,10,11-tetrahydro-1H,5H-benzo[d]pyrazolo[1,2-a][1,2]diazepin-10-yl)pentanamid